C(C1=CC(O)=C(O)C(O)=C1)(=O)O.[Cu] copper gallic acid